(E)-3-(4-hydroxy-3,5-dimethylphenyl)-1-(4-(methylthio)phenyl)prop-2-en-1-one methyl-2-((tert-butoxycarbonyl)amino)-3-(4-iodophenyl)propanoate COC(C(CC1=CC=C(C=C1)I)NC(=O)OC(C)(C)C)=O.OC1=C(C=C(C=C1C)/C=C/C(=O)C1=CC=C(C=C1)SC)C